N-(2-amino-2-methylpropyl)-6-(4-chloro-1H-pyrrolo[3,2-c]pyridin-2-yl)pyrazine-2-carboxamide NC(CNC(=O)C1=NC(=CN=C1)C1=CC=2C(=NC=CC2N1)Cl)(C)C